(2-ethoxy-4-fluorophenyl)(6-[3-methyl-1-(o-tolyl)-5-pyrazolyl]-2-aza-2-spiro[3.3]heptyl)methanone C(C)OC1=C(C=CC(=C1)F)C(=O)N1CC2(C1)CC(C2)C2=CC(=NN2C2=C(C=CC=C2)C)C